CN([C@H]1CNCCC1)C (R)-3-(dimethylamino)piperidine